3-(p-Fluorophenoxy)benzene FC1=CC=C(OC=2C=CC=CC2)C=C1